Cl.FC1=CC=C(C=C1)[C@](C)(N)C=1C=NC(=NC1)N1CCNCC1 (S)-1-(4-fluorophenyl)-1-(2-(piperazin-1-yl)pyrimidin-5-yl)ethane-1-amine hydrochloride